CC(C)C1=CC2=CC=C(C=C2C=C1)C(C)C 2,6-BIS(1-METHYLETHYL)NAPHTHALENE